O.[Ru](Cl)Cl.N1=CC=CC2=CC=C3C=CC=NC3=C12.N1=CC=CC2=CC=C3C=CC=NC3=C12.N1=CC=CC2=CC=C3C=CC=NC3=C12 tris(1,10-phenanthroline) ruthenium (II) dichloride hydrate